C1(CC1)C=1C(=C2C=CNC2=C(C1)C)CN1CC2=CC=C(C=C2C1)C#N 2-((5-cyclopropyl-7-methyl-1H-indol-4-yl)methyl)isoindoline-5-carbonitrile